C(C)OC(NC1=C(C=C(C=C1C#N)Br)Br)=O (2,4-Dibromo-6-cyanophenyl)carbamic acid ethyl ester